Cl[C@H](C(=O)NN(C(=O)[C@@H]1[C@H]2C([C@H]2CN1C(C1=CC(=CC(=C1)C(F)(F)F)F)=O)(C)C)C[C@H]1C(NCC1)=O)F (1R,2S,5S)-N'-[(2R)-2-chloro-2-fluoro-acetyl]-3-[3-fluoro-5-(trifluoromethyl)benzoyl]-6,6-dimethyl-N-[[(3S)-2-oxopyrrolidin-3-yl]methyl]-3-azabicyclo[3.1.0]hexane-2-carbohydrazide